2,2,4,4-Tetramethylazetidin CC1(NC(C1)(C)C)C